C(C)[C@@H](C(C)C)CC[C@@H](C)[C@H]1CC[C@H]2[C@@H]3C=C[C@]4(CCCC[C@]4(C)[C@H]3CC[C@]12C)O 24(R)-ethylcholest-6-ene-5a-ol